rac-tert-butyl (1-((4R,5S)-4-(4-fluorophenyl)-6-oxo-1-phenyl-5-(3-(trifluoromethyl)benzamido)-4,5,6,7-tetrahydro-1H-pyrazolo[3,4-b]pyridin-3-yl)cyclopropyl)carbamate FC1=CC=C(C=C1)[C@@H]1C2=C(NC([C@H]1NC(C1=CC(=CC=C1)C(F)(F)F)=O)=O)N(N=C2C2(CC2)NC(OC(C)(C)C)=O)C2=CC=CC=C2 |r|